2-CHLORO-4-CYANOPYRIDIN-3-YLBORONIC ACID ClC1=NC=CC(=C1B(O)O)C#N